2-ethoxyethyl (R)-2-(1-((4'-(1,1,1,3,3,3-hexafluoro-2-hydroxypropan-2-yl)-[1,1'-biphenyl]-4-yl)methyl)-4-(pyridin-4-ylmethyl)piperazin-2-yl)acetate FC(C(C(F)(F)F)(O)C1=CC=C(C=C1)C1=CC=C(C=C1)CN1[C@@H](CN(CC1)CC1=CC=NC=C1)CC(=O)OCCOCC)(F)F